[2-(5-cyclopropyl-3-ethylsulfonyl-2-pyridinyl)-1,3-benzoxazol-5-yl]-ethylimino-oxo-(trifluoromethyl)-λ6-sulfane C1(CC1)C=1C=C(C(=NC1)C=1OC2=C(N1)C=C(C=C2)S(C(F)(F)F)(=O)=NCC)S(=O)(=O)CC